C(C1=CC=CC=C1)OC1=C(C(=C(C(=C1F)F)C(C)=O)F)F 1-(4-(benzyloxy)-2,3,5,6-tetrafluorophenyl)ethan-1-one